2-bromo-1-methyl-1,5,6,7-tetrahydro-4H-indol-4-one BrC=1N(C=2CCCC(C2C1)=O)C